1-(Chloromethyl)-3-(trifluoromethoxy)-5-vinylbenzene ClCC1=CC(=CC(=C1)C=C)OC(F)(F)F